CN1CCC(CC1)N1CC=CC=C1 1-(1-methylpiperidin-4-yl)-1H-pyridine